OC(C1=CC=CC=C1)NCCNC(C1=CC=CC=C1)O bis(hydroxybenzyl)-ethylenediamine